6-(2,6-difluorophenyl)-4-((4-((1-Oxotetrahydro-2H-thiopyran-4-yl)oxy)phenyl)amino)pyridazine-3-carboxamide FC1=C(C(=CC=C1)F)C1=CC(=C(N=N1)C(=O)N)NC1=CC=C(C=C1)OC1CCS(CC1)=O